O1C(=CC=C1)C1=NC(=NC(=C1C(=O)OCC)NCC1=CC(=CC=C1)C(F)(F)F)NCCOC ethyl 4-(2-furyl)-2-(2-methoxyethylamino)-6-[[3-(trifluoromethyl)phenyl]methylamino]pyrimidine-5-carboxylate